COC1=CC=C(C=N1)CC(=O)O 2-(6-methoxypyridin-3-yl)acetic acid